(S)-2-(2-(2,4-difluorophenyl)-2-methylpropanamido)-4-((2-methoxyethyl)(4-(5,6,7,8-tetrahydro-1,8-naphthyridin-2-yl)butyl)amino)butanoic acid FC1=C(C=CC(=C1)F)C(C(=O)N[C@H](C(=O)O)CCN(CCCCC1=NC=2NCCCC2C=C1)CCOC)(C)C